ClC=1C=C(C=CC1Cl)CN (3,4-dichlorophenyl)methylamine